ClC1=CC=C(C=C1)CC1C(NC2CC2C1)=O 4-[(4-Chlorophenyl)methyl]-2-azabicyclo[4.1.0]heptan-3-one